2-(2-((4-((S)-2-(4-chloro-2-fluorophenyl)-2-methylbenzo[d][1,3]dioxol-4-yl)piperidin-1-yl)methyl)-4-ethyl-1-(((R)-oxetan-2-yl)methyl)-1H-imidazol-5-yl)oxazole-5-carboxylic acid ClC1=CC(=C(C=C1)[C@@]1(OC2=C(O1)C=CC=C2C2CCN(CC2)CC=2N(C(=C(N2)CC)C=2OC(=CN2)C(=O)O)C[C@@H]2OCC2)C)F